(E)-3-(trifluoromethyl)benzyl alcohol FC(C=1C=C(CO)C=CC1)(F)F